CN1C(CC(C2=CC=CC=C12)CC1=C(C=CC=C1)Cl)=O 1-methyl-4-(2-chlorobenzyl)-3,4-dihydroquinolin-2(1H)-one